1-acetyl-N,N,3-trimethyl-indoline-5-sulfonamide C(C)(=O)N1CC(C2=CC(=CC=C12)S(=O)(=O)N(C)C)C